Hexadecane diselenide [SeH-]=[Se].CCCCCCCCCCCCCCCC